ClC1=C(C=C(CNC(C(C)C)=O)C=C1)C=1NC(C=C(N1)C=1C=NC(=CC1)OCCOC)=O N-(4-chloro-3-{4-[6-(2-methoxyethoxy)pyridin-3-yl]-6-oxo-1,6-dihydropyrimidin-2-yl}benzyl)isobutyramide